CN1C(N(CC1)[C@H]1CN(CCC1)C=1N=CC2=C(N1)CNC2=O)=O 2-[(3R)-3-(3-methyl-2-oxotetrahydro-1H-imidazol-1-yl)hexahydropyridin-1-yl]-6,7-dihydro-5H-pyrrolo[4,3-d]pyrimidin-5-one